ClC1=NC(=C(C(=C1C#N)C1CC1)C#N)N1CCC(CC1)CN1CCN(CC1)C 2-chloro-4-cyclopropyl-6-(4-((4-methylpiperazin-1-yl)methyl)piperidin-1-yl)pyridine-3,5-dicarbonitrile